FC(OC1=CC=C(C=N1)N)F 6-(difluoromethoxy)pyridin-3-amine